1-(2,2-difluoropropyl)-N-methylpiperidin-4-amine FC(CN1CCC(CC1)NC)(C)F